4-(3-methylmorpholino)thiophene CC1COCCN1C=1C=CSC1